BrC=1C=CC2=C(N(N=N2)C(C#N)C)C1 (6-bromo-1H-benzo[d][1,2,3]triazol-1-yl)propionitrile